C(C)(C)(C)OC(=O)N1CCC(CC1)C1=CC=C(C=C1)C=1N=NN(C1)CC1=NC=C(C(=O)OC)C=C1F methyl 6-((4-(4-(1-(tert-butoxycarbonyl)piperidin-4-yl)phenyl)-1H-1,2,3-triazol-1-yl)methyl)-5-fluoronicotinate